methyl (1S,3S)-3-(4-(5-((((benzyloxy)carbonyl)(methyl)amino)methyl)-1-methyl-1H-1,2,3-triazol-4-yl)phenoxy)cyclohexane-1-carboxylate C(C1=CC=CC=C1)OC(=O)N(C)CC1=C(N=NN1C)C1=CC=C(O[C@@H]2C[C@H](CCC2)C(=O)OC)C=C1